[C@H]12CN(C[C@H](CC1)N2)C2=NC(=NC1=C(C(=C(C=C21)Cl)C=2C(=CC1=CC=CC=C1C2)O)F)N2CC(C2)N(C)C 3-((R or S)-4-((1R,5S)-3,8-diazabicyclo[3.2.1]octan-3-yl)-6-chloro-2-(3-(dimethyl-amino)azetidin-1-yl)-8-fluoro-quinazolin-7-yl)naphthalen-2-ol